C1(=C(C=CC=C1)C=1C=C2OC3=CC=CC(C(NC4=CC=CC(S(NC(N1)=N2)(=O)=O)=C4)=O)=C3)C 5-(o-Tolyl)-9,9-dioxo-2-oxa-9λ6-thia-6,8,15,23-tetrazatetracyclo[15.3.1.13,7.110,14]tricosa-1(20),3,5,7(23),10(22),11,13,17(21),18-nonaen-16-one